ClC=1C(=NC(=NC1)N[C@H]1[C@@H](COCC1)O)C=1C=C(C2=C(N(C(=N2)N2CC(C2)O)C(C)C)C1)F 1-(6-(5-chloro-2-(((3S,4R)-3-hydroxytetrahydro-2H-pyran-4-yl)amino)pyrimidin-4-yl)-4-fluoro-1-isopropyl-1H-benzo[d]imidazol-2-yl)azetidin-3-ol